CN(C(CC1(CCN(CC1)C1=CC=CC(=N1)C1=NC2=CC(=NC=C2C=C1)CNC(C1=CN=CC(=C1)S(=O)(=O)C)=O)O)=O)C N-((2-(6-(4-(2-(dimethylamino)-2-oxoethyl)-4-hydroxypiperidin-1-yl)pyridin-2-yl)-1,6-naphthyridin-7-yl)methyl)-5-(methylsulfonyl)nicotinamide